N-(isoindolin-5-yl)-5,6-dihydrobenzo[f]imidazo[1,5-d][1,4]oxazepine-10-carboxamide hydrochloride Cl.C1NCC2=CC(=CC=C12)NC(=O)C=1C=CC2=C(C=3N(CCO2)C=NC3)C1